N-((1S,3r)-3-(4-(2-chlorophenyl)-5-(pyrimidin-4-yl)-4H-1,2,4-triazol-3-yl)cyclobutyl)isonicotinamide ClC1=C(C=CC=C1)N1C(=NN=C1C1=NC=NC=C1)C1CC(C1)NC(C1=CC=NC=C1)=O